4-[4-(1,3-benzooxazol-2-yl)-4-methylpiperidin-1-yl]-7-bromo-1-methyl-2-oxo-1,2-dihydroquinoline-3-carbonitrile O1C(=NC2=C1C=CC=C2)C2(CCN(CC2)C2=C(C(N(C1=CC(=CC=C21)Br)C)=O)C#N)C